C(C=CCC)(=O)O 2-Pentenic acid